2-(4-azido-3,3-difluoropiperidin-1-yl)-N-(5-(2,4-difluorophenoxy)pyrazin-2-yl)propanamide N(=[N+]=[N-])C1C(CN(CC1)C(C(=O)NC1=NC=C(N=C1)OC1=C(C=C(C=C1)F)F)C)(F)F